(2S)-2-amino-3-[(3S)-2-oxopyrrolidin-3-yl]propenamide hydrochloride Cl.NC(C(=O)N)=C[C@H]1C(NCC1)=O